C(C)C=1C(=CC=C2C=C(C=C(C12)C1=C(C=2N=C(N=C(C2C=N1)N1CC2(CC(NC2)=O)CCC1)OC[C@]12CCCN2C[C@@H](C1)F)F)O)F 7-(7-(8-Ethyl-7-fluoro-3-hydroxynaphthalen-1-yl)-8-fluoro-2-(((2R,7aS)-2-fluorotetrahydro-1H-pyrrolizin-7a(5H)-yl)methoxy)pyrido[4,3-d]pyrimidin-4-yl)-2,7-diazaspiro[4.5]decan-3-one